NCC(CN1N=CN(C1=O)C1=NC=C(C=C1C)C=1C=NN(C1)C(F)F)=C(F)F 2-[2-(aminomethyl)-3,3-difluoro-allyl]-4-[5-[1-(difluoromethyl)pyrazol-4-yl]-3-methyl-2-pyridinyl]-1,2,4-triazol-3-one